N1=CNC(N=C1)=O [1,3,5]Triazin-4(3H)-one